C(C)C1(CNCCC1)O 3-ethylpiperidine-3-ol